N-[5-[1-(4-cyano-1,3-thiazol-2-yl)-3,6-dihydro-2H-pyridin-5-yl]-4-fluoro-2-[rac-(3R,5S)-3,4,5-trimethylpiperazin-1-yl]phenyl]-6-oxo-4-(trifluoromethyl)-1H-pyridine-3-carboxamide C(#N)C=1N=C(SC1)N1CCC=C(C1)C=1C(=CC(=C(C1)NC(=O)C1=CNC(C=C1C(F)(F)F)=O)N1C[C@H](N([C@H](C1)C)C)C)F |r|